C(C(=O)O)(=O)O.C1OCC12C(CC2)N 2-oxaspiro[3.3]heptan-5-amine oxalate